C(C)(C)(C)OC(=O)N(CC1CC1)C 2-(1-((tert-butoxycarbonyl)(methyl)amino)methyl)cyclopropane